C(#N)C1=C(C(=O)NCCCC[C@@H](C=2NC(=CN2)C2=CC3=CC=CC=C3C=C2)NC(=O)C2=CN=CS2)C=CC=C1 (S)-N-(5-(2-cyanobenzamido)-1-(5-(naphthalen-2-yl)-1H-imidazol-2-yl)pentyl)thiazole-5-carboxamide